FC=1C=C(C=CC1)CCNC(=N)N 1-(3-fluorophenylethyl)guanidine